1-(dimethylamino)-1,1-dimethoxyethane CN(C(C)(OC)OC)C